1-((2R,3R,4R,5R)-5-(aminomethyl)-4-hydroxy-3-methoxytetrahydrofuran-2-yl)pyrimidine-2,4(1H,3H)-dione NC[C@@H]1[C@H]([C@H]([C@@H](O1)N1C(NC(C=C1)=O)=O)OC)O